CC1=C(C=C2C(=CC=NC2=C1)NCC=O)[N+](=O)[O-] 2-((7-methyl-6-nitroquinolin-4-yl)amino)acetaldehyde